C(C)(C)(C)OC(=O)N(C(OC(C)(C)C)=O)C1=C(C(=CC=C1NC(CC(C)(C)C)=O)N(CC#C)CC1=CC=C(C=C1)F)F tert-Butyl N-tert-butoxycarbonyl-N-[6-(3,3-dimethylbutanoylamino)-2-fluoro-3-[(4-fluorophenyl)methyl-prop-2-ynyl-amino]phenyl]carbamate